N-cyclopropyl-N-[2-[(6-formyl-1,4-dimethyl-6,7-dihydro-5H-cyclopenta[c]pyridin-3-yl)oxy]ethyl]carbamic acid tert-butyl ester C(C)(C)(C)OC(N(CCOC1=C(C2=C(C(=N1)C)CC(C2)C=O)C)C2CC2)=O